5-((((3'-chloro-2'-(2-fluoro-3-((3-fluoro-4-(((2-hydroxyethyl)amino)methyl)pyridin-2-yl)amino)phenyl)-6-methoxy-[2,4'-bipyridin]-5-yl)methyl)amino)methyl)pyrrolidin-2-one ClC=1C(=NC=CC1C1=NC(=C(C=C1)CNCC1CCC(N1)=O)OC)C1=C(C(=CC=C1)NC1=NC=CC(=C1F)CNCCO)F